2-(benzyloxy)acetaldehyde C(C1=CC=CC=C1)OCC=O